Methyl 5-(methylamino)-[2,3'-bipyridine]-6'-carboxylate CNC=1C=CC(=NC1)C=1C=NC(=CC1)C(=O)OC